NC1=C(C(=NN1)C1=CC(=C(C=C1)CNC(C1=C(C=CC(=C1)C)OC)=O)F)C#N N-[[4-(5-amino-4-cyano-1H-pyrazol-3-yl)-2-fluoro-phenyl]methyl]-2-methoxy-5-methyl-benzamide